C1(CC1)C1=C(C(=NO1)C1=NN(C2=C1C(=NC=C2)NCC2=C(C=C(C=C2)OC)OC)C(C)C)C#C 3-(5-cyclopropyl-4-ethynylisoxazol-3-yl)-N-(2,4-dimethoxybenzyl)-1-isopropyl-1H-pyrazolo[4,3-c]Pyridin-4-amine